ClC1=CC=C(C=C1)NC=O N-4-chlorophenyl-formamide